C(CC)C1=CC(OC1)=O 4-propylfuran-2(5H)-one